6-BROMO-2-METHYLPYRAZOLO[1,5-A]PYRIMIDINE-3-CARBALDEHYDE BrC=1C=NC=2N(C1)N=C(C2C=O)C